(3S,5R)-5-methyl-2-oxopyrrolidin C[C@@H]1CCC(N1)=O